4-(6-fluoro-2-oxo-1,2-dihydro-quinolin-3-yl)-[1,2,3]triazol FC=1C=C2C=C(C(NC2=CC1)=O)C=1N=NNC1